4-benzoyl-5-methylcytosine C(C1=CC=CC=C1)(=O)C1(NC(NC=C1C)=O)N